Acrylic acid behenate C(CCCCCCCCCCCCCCCCCCCCC)(=O)O.C(C=C)(=O)O